Ethyl 1-(1-(tert-butoxycarbonyl)azetidin-3-yl)-1H-pyrazole-5-carboxylate C(C)(C)(C)OC(=O)N1CC(C1)N1N=CC=C1C(=O)OCC